ClC=1C=C(C=CC1F)NC(=O)N1CC=2C(CC1)=NOC2C(=O)NC2(CC2)COC(F)F N5-(3-chloro-4-fluorophenyl)-N3-{1-[(difluoromethoxy)methyl]cyclopropyl}-4H,5H,6H,7H-[1,2]oxazolo[4,3-c]pyridine-3,5-dicarboxamide